OC1=CC=C(C=C1)/C=C/C=1C=C(C=C(C1)O)O 5-[(E)-2-(4-hydroxyphenyl)vinyl]benzene-1,3-diol